NC1=C(C=2C(=NC=C(C2S1)F)C=1C2=C(C=3C=NC(=NC3C1F)OCC1(CC1)CN1CC3C(C3C1)(F)F)COC2)C#N 2-Amino-4-(3-((1-((6,6-difluoro-3-azabicyclo[3.1.0]hexan-3-yl)methyl)cyclopropyl)methoxy)-5-fluoro-7,9-dihydrofuro[3,4-f]quinazolin-6-yl)-7-fluorothieno[3,2-c]pyridine-3-carbonitrile